1-fluoroethyltriethoxysilane FC(C)[Si](OCC)(OCC)OCC